tert-butyl 3-(ethylsulfonamido)-2-((2'-(4-methoxy-4-oxobutyl)-[1,1'-biphenyl]-3-yl)methyl)pyrrolidine-1-carboxylate C(C)S(=O)(=O)NC1C(N(CC1)C(=O)OC(C)(C)C)CC=1C=C(C=CC1)C1=C(C=CC=C1)CCCC(=O)OC